2-(3-chloro-4-(6-(1-methylcyclopropoxy)-9-((4-methylpyridin-2-yl)methyl)-9H-purin-8-yl)phenoxy)-1-morpholinoethan-1-one ClC=1C=C(OCC(=O)N2CCOCC2)C=CC1C=1N(C2=NC=NC(=C2N1)OC1(CC1)C)CC1=NC=CC(=C1)C